3-[(3-Methoxyazetidin-1-yl)methyl]Azetidine-1-carboxylic acid tert-butyl ester C(C)(C)(C)OC(=O)N1CC(C1)CN1CC(C1)OC